C(=O)(O)OC(=O)O dicarboxyl ether